2-amino-N-[3-(dimethylamino)propyl]-2-methyl-propionamide dihydrochloride Cl.Cl.NC(C(=O)NCCCN(C)C)(C)C